2-phenyl-terephthalaldehyde C1(=CC=CC=C1)C1=C(C=O)C=CC(=C1)C=O